Dimethylsilyl(tetramethylcyclopentadienyl)(1-isobutylindenyl)Hafnium C[SiH](C)[Hf](C=1C(C2=CC=CC=C2C1)CC(C)C)C1(C(=C(C(=C1)C)C)C)C